(3S,6S,7R)-N-(2,4-difluorobenzyl)-6,12-dihydroxy-3-methyl-1,11-dioxo-1,4,5,6,7,11-hexahydro-3H-2,7-methanopyrido[1,2-a][1,4]diazonine-10-carboxamide FC1=C(CNC(=O)C=2C(C(=C3N([C@H]4[C@H](CC[C@@H](N(C3=O)C4)C)O)C2)O)=O)C=CC(=C1)F